FC1=C(C=CC(=C1)OC1=CC(=NC=C1)N1C[C@@H](OCC1)CO)NC1=NC=NC2=CC(=C(C=C12)NC1CCN(CC1)C(C=C)=O)OC (R)-1-(4-((4-((2-fluoro-4-((2-(2-(hydroxymethyl)morpholino)pyridin-4-yl)oxy)phenyl)amino)-7-methoxyquinazolin-6-yl)amino)piperidin-1-yl)prop-2-en-1-one